(1-((4-(cyclopropylamino)-3,4-dioxo-1-(2-oxopyrrolidin-3-yl)butan-2-yl)amino)-1-oxohexane-2-yl)carbamic acid 2-(3-chlorophenyl)-2-methyl-1-phenylpropyl ester ClC=1C=C(C=CC1)C(C(C1=CC=CC=C1)OC(NC(C(=O)NC(CC1C(NCC1)=O)C(C(=O)NC1CC1)=O)CCCC)=O)(C)C